C(C)(=O)NC1=NC=CC(=C1)C(=O)N[C@H]1C[C@H](CCC1)NC1=CC(=NC2=CC=C(C=C12)F)C(F)(F)F 2-acetamido-N-[(1R,3S)-3-{[6-fluoro-2-(trifluoromethyl)quinolin-4-yl]amino}cyclohexyl]pyridine-4-carboxamide